COC(=O)C1=NC=C(C(=C1)Cl)C.FC1=C(C=C(C(=O)N)C=C1)C=1C=NC(=NC1)NCC1(CCC1)C1=NC=CC=C1 4-fluoro-3-(2-{[(2-pyridylcyclobutyl)methyl]amino}pyrimidin-5-yl)benzamide Methyl-4-chloro-5-methyl-pyridine-2-carboxylate